FC1=C2C(=CNC2=CC=C1)C=1C=C(SC1)C(CC(=O)OC)=O Methyl 3-(4-(4-fluoro-1H-indol-3-yl) thiophen-2-yl)-3-oxopropanoate